2-[3-(1-ethyl-3,5-dimethyl-pyrazol-4-yl)pyrazolo[1,5-a]pyridin-5-yl]thiazole-5-carboxylic acid C(C)N1N=C(C(=C1C)C=1C=NN2C1C=C(C=C2)C=2SC(=CN2)C(=O)O)C